5-(difluoromethoxy)-3-(cyclopropyl)-1-methyl-1H-pyrazole FC(OC1=CC(=NN1C)C1CC1)F